C(C)N1CCN(CC1)C1CCN(CC1)C1=C(C=C(C(=C1)OC)NC1=NC=NC(=C1)N1OCC[C@@H]1C1=CC(=CC=C1)C#C)NC(C=C)=O N-(2-(4-(4-ethylpiperazine-1-yl)piperidine-1-yl)-5-((6-((R)-3-(3-ethynylphenyl)isoxazolidine-2-yl)pyrimidine-4-yl)amino)-4-methoxyphenyl)acrylamide